3-(1-((7-chloro-4-methylpyrido[3,4-d]pyridazin-1-yl)amino)ethyl)-2-(trifluoromethyl)benzonitrile ClC1=CC=2C(=C(N=NC2NC(C)C=2C(=C(C#N)C=CC2)C(F)(F)F)C)C=N1